O1C(COCC1)=O 1,4-dioxan-2-one